2-methylpropanoic acid [(3S,6S,7R,8R)-8-benzyl-3-[[3-acetoxymethoxy-4-methoxypyridine-2-carbonyl] amino]-6-methyl-4,9-dioxo-1,5-dioxonon-7-yl] ester C(C1=CC=CC=C1)[C@H]([C@H]([C@@H](C(C([C@H](CC=O)NC(=O)C1=NC=CC(=C1OCOC(C)=O)OC)=O)=O)C)OC(C(C)C)=O)C=O